N-[(1R)-1-(4-chlorophenyl)ethyl]-4-[6-(1-methyl-1H-pyrazol-4-yl)pyrazolo[1,5-a]pyridin-3-yl]piperazine-1-carboxamide ClC1=CC=C(C=C1)[C@@H](C)NC(=O)N1CCN(CC1)C=1C=NN2C1C=CC(=C2)C=2C=NN(C2)C